6-(2,6-dichlorophenyl)-2-{[3-methoxy-4-(4-meth-ylpiperazin-1-yl)phenyl]amino}imidazo[1,2-a]pyrimido[5,4-e]pyrimidin-5(6H)-one ClC1=C(C(=CC=C1)Cl)N1C=2N(C3=C(C1=O)C=NC(=N3)NC3=CC(=C(C=C3)N3CCN(CC3)C)OC)C=CN2